4,4-dimethyl-1-[[4-[5-(difluoromethyl)-1,2,4-oxadiazol-3-yl]phenyl]methyl]pyrrol-2-one CC1(CC(N(C1)CC1=CC=C(C=C1)C1=NOC(=N1)C(F)F)=O)C